NC1=CC=C(C=N1)C=CC(=O)NCC=1OC2=C(C1)C=C(C=C2Cl)Br 3-(6-aminopyridin-3-yl)-N-((5-bromo-7-chlorobenzofuran-2-yl)methyl)acrylamide